NC=1C=C(C2=C(N(N=N2)C2=CC=C3C(=NNC3=C2)COC(C(=O)O)(C(=O)O)CC2=CC=CC=C2)C1)F 2-((6-(6-amino-4-fluoro-1H-benzo[d][1,2,3]triazol-1-yl)-1H-indazol-3-yl)methoxy)-2-benzylmalonic acid